Methyl 2-[[4-[1-methyl-4-(4-pyridyl)pyrazol-3-yl]phenoxy]methyl]quinazoline-4-carboxylate CN1N=C(C(=C1)C1=CC=NC=C1)C1=CC=C(OCC2=NC3=CC=CC=C3C(=N2)C(=O)OC)C=C1